4-((1R,5S)-3,8-diazabicyclo[3.2.1]octan-3-yl)-2-(((S)-1-methylpyrrolidin-2-yl)methoxy)-7-phenylquinazoline [C@H]12CN(C[C@H](CC1)N2)C2=NC(=NC1=CC(=CC=C21)C2=CC=CC=C2)OC[C@H]2N(CCC2)C